BrC1=CC(=C2C(NN=C(C2=C1)C(=O)O)=O)Cl 7-bromo-5-chloro-4-oxo-3,4-dihydrophthalazine-1-carboxylic acid